C(C=C)OCC(C(=O)OC(C)CC)=C sec-butyl α-allyloxymethylacrylate